C1=NC=C(C2=CC=CC=C12)N1C(N(C2(CCC2)[C@@H]1C#N)C=1C=NC(=CC1)C(F)(F)F)=O (R)-7-(isoquinolin-4-yl)-6-oxo-5-(6-(trifluoromethyl)pyridin-3-yl)-5,7-diazaspiro[3.4]octane-8-carbonitrile